(1,1-dioxidothiomorpholino)methanone 2,2,2-trifluoroacetate FC(C(=O)O)(F)F.O=S1(CCN(CC1)C=O)=O